ClC=1C(=NC=C(C1)OC)C1CC1 3-chloro-2-cyclopropyl-5-methoxypyridine